ClCC=1C=NN(C1)C1OCCCC1 4-(chloromethyl)-1-(tetrahydro-2H-pyran-2-yl)-1H-pyrazole